8-[1-(2,6-Dioxopiperidin-3-yl)-3-methyl-2-oxo-1,3-benzodiazol-4-yl]octanoic acid O=C1NC(CCC1N1C(N(C2=C1C=CC=C2CCCCCCCC(=O)O)C)=O)=O